N1C=C(C2=C1C=CC=N2)C(=O)O Pyrrolo[2,3-e]Pyridine-3-carboxylic acid